CC(=NO)CC(C)C methylisobutyl ketoxime